methyl 2-((S)-2-((((3-chlorobenzyl)oxy)carbonyl)amino)-3-cyclohexylpropanamido)-3-(2-oxo-1-phenethylpyrrolidin-3-yl)propanoate ClC=1C=C(COC(=O)N[C@H](C(=O)NC(C(=O)OC)CC2C(N(CC2)CCC2=CC=CC=C2)=O)CC2CCCCC2)C=CC1